O=C1NC(CCC1N1C(C2=CC=CC(=C2C1=O)NCC=1C=NN(C1)C1CCN(CC1)C(CC(C)C)=O)=O)=O 2-(2,6-dioxopiperidin-3-yl)-4-(((1-(1-(3-methylbutanoyl)piperidin-4-yl)-1H-pyrazol-4-yl)methyl)amino)isoindoline-1,3-dione